2-(5,5'-Difluoro-6'-methyl-[3,4'-bipyridyl]-2'-yl)-5-(pyridin-3-yl)-1,3,4-oxadiazole FC=1C=C(C=NC1)C1=CC(=NC(=C1F)C)C=1OC(=NN1)C=1C=NC=CC1